(((((2R,3S,4R,5R)-5-(5-chloro-7-((cyclopropylmethyl)amino)-3H-[1,2,3]triazolo[4,5-d]pyrimidin-3-yl)-3,4-dihydroxytetrahydrofuran-2-yl)methoxy)(hydroxy)phosphoryl)methyl)phosphonic acid ClC=1N=C(C2=C(N1)N(N=N2)[C@H]2[C@@H]([C@@H]([C@H](O2)COP(=O)(O)CP(O)(O)=O)O)O)NCC2CC2